(2S)-2-amino-3-(2,6-difluorophenyl)propionic acid N[C@H](C(=O)O)CC1=C(C=CC=C1F)F